FC=1C(=C(C=CC1F)[C@H]1C(O[C@@](C1)(C(F)(F)F)C)C(=O)NC1=C[C@H]([N+](C=C1)=O)C(=O)N)OC (2S,3S,5S)-4-[[3-(3,4-difluoro-2-methoxy-phenyl)-5-methyl-5-(trifluoromethyl)tetrahydrofuran-2-carbonyl]amino]-1-oxo-pyridin-1-ium-2-carboxamide